C12C(C=CC(C2O1)O)O 7-oxabicyclo[4.1.0]hept-3-ene-2,5-diol